FC1(C(CN(CC1)C(=O)OC(C)(C)C)C1=CN(C(C=C1)=O)CCS(=O)(=O)C)F tert-butyl 4,4-difluoro-3-(1-(2-(methyl sulfonyl)ethyl)-6-oxo-1,6-dihydropyridin-3-yl)piperidine-1-carboxylate